7,10-dimethyl-5,6,7,8,9,10-hexahydropyrido[3',2':4,5]pyrrolo[2,3-d]azepine CN1CCC2=C(CC1)C1=C(N2C)N=CC=C1